C(C=O)(=O)O.N[C@@H](C)C(=O)O alanine glyoxylate